methyl 5-((4-(cyclopropylamino)-5-methylpyrimidin-2-yl)amino)-2-(4,4,5,5-tetra-methyl-1,3,2-dioxaborolan-2-yl)benzoate C1(CC1)NC1=NC(=NC=C1C)NC=1C=CC(=C(C(=O)OC)C1)B1OC(C(O1)(C)C)(C)C